potassium boron salt [B].[K]